COC1=C(C=NC(=C1)C)C1CC(=NN1C(CC)=O)C1=C(C2=C(NC1=O)SC=C2)C 5-(5-(4-methoxy-6-methylpyridin-3-yl)-1-propionyl-4,5-dihydro-1H-pyrazol-3-yl)-4-methylthieno[2,3-b]pyridin-6(7H)-one